FC1=CC(=CC=2C3=C(NC12)CCCN3)OC 6-fluoro-8-methoxy-2,3,4,5-tetrahydro-1H-pyrido[3,2-b]indole